Ethyl 2-(4-((2,5-dioxo-3-(4-(trifluoromethyl)phenyl) imidazolin-1-yl)methyl)-2,6-dimethylphenoxy)propionate O=C1N(C(CN1C1=CC=C(C=C1)C(F)(F)F)=O)CC1=CC(=C(OC(C(=O)OCC)C)C(=C1)C)C